COC(=O)C=1C=C(C=C(C1)Cl)C1=CC=CC=C1 5-chloro-[1,1'-biphenyl]-3-carboxylic acid methyl ester